(S)-N-(4-(2,5-difluoro-phenyl)-2-(3-fluoropyrrolidin-1-yl)pyridin-3-yl)-6-isopropylnicotinamide FC1=C(C=C(C=C1)F)C1=C(C(=NC=C1)N1C[C@H](CC1)F)NC(C1=CN=C(C=C1)C(C)C)=O